C(C)(C)(C)OC(=O)N1C[C@H](CC1)OC=1C=NC(=CC1)C#C[Si](C)(C)C (3S)-3-[[6-(2-trimethylsilylethynyl)-3-pyridinyl]oxy]pyrrolidine-1-carboxylic acid tert-butyl ester